5-((2-amino-3-fluoropyridin-4-yl)methyl)-3,4-difluoro-2-((2-fluoro-4-iodophenyl)amino)-N-(3-(trimethylsilyl)prop-2-yn-1-yl-1,1-d2)benzamide NC1=NC=CC(=C1F)CC=1C(=C(C(=C(C(=O)NC(C#C[Si](C)(C)C)([2H])[2H])C1)NC1=C(C=C(C=C1)I)F)F)F